1,3-bis(4-hydroxyphenyl)prop-2-en-1-one OC1=CC=C(C=C1)C(C=CC1=CC=C(C=C1)O)=O